1-cyclopropyl-N-methylmethanamine C1(CC1)CNC